(5-Chloro-8-quinolinoxy)acetic acid 1-allyloxy-prop-2-yl ester C(C=C)OCC(C)OC(COC=1C=CC(=C2C=CC=NC12)Cl)=O